FC(OC1=CC=C(C=C1)C1=CN=C2N1C=CN=C2NC2=CC(=C(C=C2)C(=O)N2CCNCC2)C)F [4-[[3-[4-(difluoromethoxy)phenyl]imidazo[1,2-a]pyrazin-8-yl]amino]-2-methyl-phenyl]-piperazin-1-yl-methanone